OC1=C(C(=CC=C1[N+](=O)[O-])O)C(C)=O 1-(2,6-dihydroxy-3-nitrophenyl)ethan-1-one